FC=1C=C(C(=O)NC2=CC=C(C=C2)C(\C=C\C2=CC=C(C=C2)N(C)CCO)=O)C=CC1C(F)(F)F 3-Fluoro-N-[4-[(E)-3-[4-[2-hydroxyethyl(methyl)amino]phenyl]prop-2-enoyl]phenyl]-4-(trifluoromethyl)benzamide